CCCC\C=C/C=C/CCCC (5z,7e)-5,7-dodecadiene